C1(CC1)C=1N=NC2=C3C(=CC(=C2C1)S(NCC(C)(C)F)(=O)=O)C(CC3)NC(OC(C)(C)C)=O tert-butyl N-[3-cyclopropyl-5-[(2-fluoro-2-methyl-propyl)sulfamoyl]-8,9-dihydro-7H-cyclopenta[h]cinnolin-7-yl]carbamate